C1(CCCC1)N1N=C(C=C1C1=C(C=CC=C1)C(F)(F)F)C(=O)N[C@H](CC(=O)OC(C)(C)C)CCO (S)-tert-butyl 3-(1-cyclopentyl-5-(2-(trifluoromethyl) phenyl)-1H-pyrazole-3-carboxamido)-5-hydroxypentanoate